(R)-1-(2-chlorophenyl)ethyl (5-(5-((1S,3S)-2,2-difluoro-3-(hydrazinecarbonyl) cyclopropane-1-carboxamido)-6-methylpyridin-2-yl)-3-methylisoxazol-4-yl)carbamate FC1([C@@H]([C@H]1C(=O)NN)C(=O)NC=1C=CC(=NC1C)C1=C(C(=NO1)C)NC(O[C@H](C)C1=C(C=CC=C1)Cl)=O)F